4-(3-hydroxycyclobutanecarbonyl)-3,4-dihydroquinoxalin-2(1H)-one OC1CC(C1)C(=O)N1CC(NC2=CC=CC=C12)=O